C1(=CC=CC=C1)C1=C(C(=CC=C1)C1=CC=CC=C1)C1=CC=2C=3C=C(C=C4C=C(C=C(C5=CC(=CC(=C1)C52)C5=C(C=CC=C5C5=CC=CC=C5)C5=CC=CC=C5)C43)C4=C(C=CC=C4C4=CC=CC=C4)C4=CC=CC=C4)C4=C(C=CC=C4C4=CC=CC=C4)C4=CC=CC=C4 2,5,8,11-Tetrakis(2,6-diphenyl-phenyl)-perylene